[F-].CC(=CC[NH+](C)C)C dimethylallyl-dimethyl-ammonium fluoride